FC1=CC(=C(N)C=C1)C1=NN=NN1C([2H])([2H])[2H] 4-fluoro-2-(1-(methyl-d3)-1H-tetrazol-5-yl)aniline